2-amino-4-[2-[3-(5-azaspiro[2.3]hex-5-yl)azetidin-1-yl]-8-fluoro-4-[rac-(2s,5r)-2,5-dimethylpiperazin-1-yl]-6-(trifluoromethyl)quinazolin-7-yl]-7-fluoro-benzothiophene-3-carbonitrile NC=1SC2=C(C1C#N)C(=CC=C2F)C2=C(C=C1C(=NC(=NC1=C2F)N2CC(C2)N2CC1(CC1)C2)N2[C@H](CN[C@@H](C2)C)C)C(F)(F)F |r|